N,N-diethyl-N-(4-methoxybenzyl)toluidinium C(C)[N+](C=1C(=CC=CC1)C)(CC1=CC=C(C=C1)OC)CC